(pyridine-2-sulfonamido)-2,3-dihydro-1H-indene-4-carboxamide N1=C(C=CC=C1)S(=O)(=O)NC1CCC=2C(=CC=CC12)C(=O)N